CC1(OCCC2=CC=3C(NS(C=4C=CC=C(NC(CC[C@H]5CC(N(C3N=C12)C5)(C)C)C5=NC=CC=C5)N4)(=O)=O)=O)C (18S)-11,11,16,16-tetramethyl-21-(pyridin-2-yl)-10-oxa-2λ6-thia-3,13,15,22,27-pentaazapentacyclo[21.3.1.115,18.05,14.07,12]octacosa-1(27),5(14),6,12,23,25-hexaene-2,2,4-trione